6-(5-Methyl-2-(6-(4-methylpiperazin-1-yl)pyridin-3-ylamino)pyrimidin-4-ylamino)benzo[d]oxazol-2(3H)-one CC=1C(=NC(=NC1)NC=1C=NC(=CC1)N1CCN(CC1)C)NC1=CC2=C(NC(O2)=O)C=C1